NC1=C(N=CC2=C(C=CC=C12)C=1C(=NNC1)C)C(=O)NCCC 4-amino-8-(3-methyl-1H-pyrazol-4-yl)-N-propylisoquinoline-3-carboxamide